3-(5-((6-(4'-fluoro-5,5-dimethyl-3,4,5,6-tetrahydro-[1,1'-biphenyl]-2-carbonyl)-3,6-diazabicyclo[3.1.1]heptan-3-yl)methyl)-1-oxoisoindolin-2-yl)piperidine-2,6-dione FC1=CC=C(C=C1)C1=C(CCC(C1)(C)C)C(=O)N1C2CN(CC1C2)CC=2C=C1CN(C(C1=CC2)=O)C2C(NC(CC2)=O)=O